BrC=1C=C(SC1)C(=O)O 4-bromothiophen-2-carboxylic acid